O=C1NC(CCC1N1N=C(C2=CC=C(C=C12)S(=O)(=O)F)C)=O 1-(2,6-dioxopiperidin-3-yl)-3-methyl-1H-indazole-6-sulfonylfluoride